CC1=CC=C(C=C1)S(=O)(=O)OCC1CCC(CC1)C(=O)N1CCC(CC1)CN1C(=NC=2C1=C1C(=NC2N)C=C(S1)C)CCCC [4-({4-[(4-amino-2-butyl-7-methylthieno[3,2-b]imidazo[4,5-d]pyridin-1-yl)methyl]hexahydropyridin-1-yl} carbonyl)cyclohexyl]methyl 4-methylbenzenesulfonate